N-(2-chloro-4-(trifluoromethyl)phenyl)-2-(5-ethyl-6-(4-(3-hydroxypyridinyl)piperazin-1-yl)-7-oxo-2-(2-oxa-6-azaspiro[3.3]hept-6-yl)-[1,2,4]triazolo[1,5-a]pyrimidin-4(7H)-yl)acetamide ClC1=C(C=CC(=C1)C(F)(F)F)NC(CN1C=2N(C(C(=C1CC)N1CCN(CC1)C1=NC=CC=C1O)=O)N=C(N2)N2CC1(COC1)C2)=O